N-[(6-Amino-2-pyridyl)sulfonyl]-2-(8-azaspiro[3.5]nonan-8-yl)-6-(3-fluoro-5-isobutoxyphenyl)pyridin-3-carboxamid NC1=CC=CC(=N1)S(=O)(=O)NC(=O)C=1C(=NC(=CC1)C1=CC(=CC(=C1)OCC(C)C)F)N1CCCC2(CCC2)C1